Cl.NC1=CC(=NC(=C1)NC1=C(C=CC=C1)OC)C(=O)NC1CC2=CC=CC=C2C1 4-amino-N-(2,3-dihydro-1H-inden-2-yl)-6-((2-methoxyphenyl)amino)picolinamide hydrochloride